4-((4-Bromo-2-methylphenyl)sulfonyl)-5-methyl-1-(methyl-d3)-1,2,3,4-tetrahydroquinoxaline BrC1=CC(=C(C=C1)S(=O)(=O)N1CCN(C2=CC=CC(=C12)C)C([2H])([2H])[2H])C